C12(CC3CC(CC(C1)C3)C2)CN2N=CC(=C2C)C2=C(C=3N(C=C2)C(=CN3)C=3C=NC(=C(C3)C(F)(F)F)NC=3SC2=C(N3)C=CC=C2)C(=O)O 7-(1-(adamantan-1-ylmethyl)-5-methyl-1H-pyrazol-4-yl)-3-(6-(benzo[d]thiazol-2-ylamino)-5-(trifluoromethyl)pyridin-3-yl)imidazo[1,2-a]pyridine-8-carboxylic acid